FC(CNC(=O)C=1C=NN2C1C=C(C=C2)C2=CNC=1N=C(N=CC12)NC1=CC(=NC=C1)N1CCN(CC1)C)F N-(2,2-difluoroethyl)-5-(2-((2-(4-methylpiperazin-1-yl)pyridin-4-yl)amino)-7H-pyrrolo[2,3-d]pyrimidin-5-yl)pyrazolo[1,5-a]pyridine-3-carboxamide